C(/C1=CC=CC=C1)=C\1/OC(C2=CC=CC=C12)C1=NN=NN1C(C)(C)C (Z)-5-(3-benzylidene-1,3-dihydroisobenzofuran-1-yl)-1-(tert-butyl)-1H-tetrazole